FC1(C=2N(CCC1)N=C(C2)NC(C2=CC(=C(C=C2)C)C#CC=2C=NC=C(C2)N2C(CC2)CC)=O)F N-(4,4-difluoro-6,7-dihydro-5H-pyrazolo[1,5-a]pyridin-2-yl)-3-[2-[5-(2-ethylazetidin-1-yl)-3-pyridyl]ethynyl]-4-methyl-benzamide